13-chloro-19,21-difluoro-14-hydroxy-16,16-dioxo-5-(trifluoromethyl)-9-oxa-16λ6-thia-4,17-diazatetracyclo[16.3.1.111,15.02,7]tricosa-1(21),2,4,6,11(23),12,14,18(22),19-nonaen-10-one ClC1=CC=2C(OCC3=CC(=NC=C3C3=C(C=C(C(NS(C(=C1O)C2)(=O)=O)=C3)F)F)C(F)(F)F)=O